N-(3,3-difluorocyclobutyl)-2-oxazol-2-yl-pyrazolo[1,5-a]pyrimidine-7-carboxamide FC1(CC(C1)NC(=O)C1=CC=NC=2N1N=C(C2)C=2OC=CN2)F